C(C)(C)(C)OC(=O)N[C@H](CC(=O)O)CNC(=O)OCC1C2=CC=CC=C2C=2C=CC=CC12 (3R)-3-{[(tert-butoxy)carbonyl]amino}-4-{[(9H-fluoren-9-ylmethoxy)carbonyl]amino}butanoic acid